ClC1=CNC2=C(C=CC(=C12)Cl)C1=C(C=CC(=C1F)S(=O)(=N)N1CCN(CC1)C(C(F)(F)F)=O)S(=O)(=O)N (3,4-dichloro-1H-indol-7-yl)-3-fluoro-4-(4-(2,2,2-trifluoroacetyl)piperazine-1-sulfonimidoyl)benzenesulfonamide